(R)-3-ethoxy-2-((2-oxo-4-(o-tolyl)-2H-chromen-7-yl)oxy)propenamide C(C)OC=C(C(=O)N)OC1=CC=C2C(=CC(OC2=C1)=O)C1=C(C=CC=C1)C